benzyl 5-{3-carbamoyl-6-[2-(4-fluorophenyl)ethyl]-5-(5-methyl-1,3,4-oxadiazol-2-yl)-2-(2-methylpropyl)-1,4-dihydropyridin-4-yl}thiophene-2-carboxylate C(N)(=O)C1=C(NC(=C(C1C1=CC=C(S1)C(=O)OCC1=CC=CC=C1)C=1OC(=NN1)C)CCC1=CC=C(C=C1)F)CC(C)C